2-[6-[3-(5-chloro-2-fluoro-phenyl)-1H-pyrazol-4-yl]-1,5-naphthyridin-3-yl]oxazole-4-carboxamide ClC=1C=CC(=C(C1)C1=NNC=C1C=1N=C2C=C(C=NC2=CC1)C=1OC=C(N1)C(=O)N)F